CC1=C(C=C(C(=O)NCC2=NC=C3C=CC(=NC3=C2)C2CC(C2)C(=O)OCC)C=C1)S(=O)(=O)C ethyl 3-(7-((4-methyl-3-(methylsulfonyl)benzamido)methyl)-1,6-naphthyridin-2-yl)cyclobutane-1-carboxylate